((4,6-diisopropylpyrimidin-5-yl)amino)-3-(2-fluoro-6-hydroxyphenyl)-6,6a,7,8,9,10-hexahydro-12H-pyrazino[2,1-c]pyrido[3,4-f][1,4]oxazepin-12-one C(C)(C)C1=NC=NC(=C1NC1=NC(=CC2=C1C(N1C(CO2)CNCC1)=O)C1=C(C=CC=C1O)F)C(C)C